5-(3-ethyl-1-((1-propyl-1H-pyrazol-4-yl)sulfonyl)pyrrolidin-3-yl)-1-(4-fluorophenyl)-6-methyl-1H-indazole C(C)C1(CN(CC1)S(=O)(=O)C=1C=NN(C1)CCC)C=1C=C2C=NN(C2=CC1C)C1=CC=C(C=C1)F